4-oxo-1-[4-(trifluoromethoxy)phenyl]-5-[4-(trifluoromethyl)pyrazol-1-yl]cinnoline-3-carboxylic acid ethyl ester C(C)OC(=O)C1=NN(C2=CC=CC(=C2C1=O)N1N=CC(=C1)C(F)(F)F)C1=CC=C(C=C1)OC(F)(F)F